BrC([13CH2]CCCC[13CH2]C(Br)Br)Br 1,1,8,8-tetrabromooctane-2,7-13C2